BrC=1C(=NC=C(C1)F)CC1(CCN(CC1)C(=O)OC(C)(C)C)C(=O)OCC 1-(tert-butyl) 4-ethyl 4-((3-bromo-5-fluoropyridin-2-yl)methyl)piperidine-1,4-dicarboxylate